BrC=1C=NC(=C(C(=O)NC=2C=C(C=CC2)[S@](=O)(C)=NC(OC(C)(C)C)=O)C1C)N1CCC(CCC1)(F)F tert-butyl (R)-((3-(5-bromo-2-(4,4-difluoroazepan-1-yl)-4-methylnicotinamido)phenyl)(methyl)(oxo)-λ6-sulfaneylidene)carbamate